FC(OC1=C(C=CC=C1)N1N=C(C=CC1=O)C(=O)N[C@H](C)C1=CC(=CC(=C1)C(F)(F)F)[N+](=O)[O-])F 1-[2-(difluoromethoxy)phenyl]-N-[(1R)-1-[3-nitro-5-(trifluoromethyl)phenyl]ethyl]-6-oxo-pyridazine-3-carboxamide